ClC1=CC=C(C=C1)[C@H](C)N1C(=NC=2N(C(CN(C(C21)=O)CCCO)=O)C)OC2=CC(=CC=C2)F 1-[(1S)-1-(4-chlorophenyl)ethyl]-2-(3-fluorophenoxy)-7-(3-hydroxypropyl)-4-methyl-1H,4H,5H,6H,7H,8H-imidazo[4,5-e][1,4]diazepine-5,8-dione